4-(2-((((1R,4R)-4-(6-methoxy-5-(6-(trifluoromethyl)picolinoyl)-2H-indazol-2-yl)cyclohexyl)methyl)(methyl)amino)ethyl)piperidine-1-carboxylate COC=1C(=CC2=CN(N=C2C1)C1CCC(CC1)CN(CCC1CCN(CC1)C(=O)[O-])C)C(C1=NC(=CC=C1)C(F)(F)F)=O